C(C)(C)(C)OC(=O)NC=1C(=C(C=C2C=C(N=CC12)NC(=O)OC1CC(C1)C#N)C1=CN=C2CCCN(C2=C1C)C(=O)OC(C)(C)C)F tert-Butyl 7-(8-((tert-butoxycarbonyl)amino)-3-((((1s,3s)-3-cyanocyclobutoxy)carbonyl)amino)-7-fluoroisoquinolin-6-yl)-8-methyl-3,4-dihydro-1,5-naphthyridine-1(2H)-carboxylate